2-cyanoethylaminopropyl-triethoxysilane C(#N)CCNCCC[Si](OCC)(OCC)OCC